tert-butyl 4-[(2-bromothiazole-5-carbonyl)amino]indazole-1-carboxylate BrC=1SC(=CN1)C(=O)NC1=C2C=NN(C2=CC=C1)C(=O)OC(C)(C)C